l-β-D-ribofuranosyl-2-amino-4-oxo-pyrimidine [C@@H]1([C@H](O)[C@H](O)[C@H](O1)CO)C=1C(NC(=NC1)N)=O